6-(3-fluoro-2-methoxyphenyl)-4-(1-{[6-(methoxymethyl)-2-pyridinyl]methyl}-1H-1,2,3-triazol-4-yl)-2-pyrimidinylamine FC=1C(=C(C=CC1)C1=CC(=NC(=N1)N)C=1N=NN(C1)CC1=NC(=CC=C1)COC)OC